SCCC(=O)O.SCCC(=O)O.SCCC(=O)O.OCC(CO)CO tris(hydroxymethyl)methane tris(3-mercaptopropionate)